5-(methoxy-d3)-1H-indole C(OC=1C=C2C=CNC2=CC1)([2H])([2H])[2H]